N-(2-(1,3-dioxolan-2-yl)ethyl)-3-(2,4-dioxotetrahydropyrimidin-1(2H)-yl)-4-methoxybenzamide O1C(OCC1)CCNC(C1=CC(=C(C=C1)OC)N1C(NC(CC1)=O)=O)=O